3-chloro-5-fluoro-phenylalanine ClC=1C=C(C[C@H](N)C(=O)O)C=C(C1)F